COCCOC1CN(C1)C1=CC(=C2C(C(=CN(C2=N1)C=1SC=CN1)C(=O)O)=O)C 7-[3-(2-methoxyethoxy)azetidin-1-yl]-5-methyl-4-oxo-1-(1,3-thiazol-2-yl)-1,4-dihydro-1,8-naphthyridine-3-carboxylic acid